5-bromo-7-(5-chloropyrimidin-2-yl)oxy-1-(4,4,4-trifluorobutyl)indazole BrC=1C=C2C=NN(C2=C(C1)OC1=NC=C(C=N1)Cl)CCCC(F)(F)F